N-(5-isopropyl-1H-pyrazol-3-yl)-1-((tetrahydro-2H-pyran-4-yl)methyl)-1H-pyrazolo[3,4-b]pyrazin-6-amine C(C)(C)C1=CC(=NN1)NC1=CN=C2C(=N1)N(N=C2)CC2CCOCC2